(5-(difluoromethyl)pyridin-2-yl)methanol FC(C=1C=CC(=NC1)CO)F